OCC(C)(C)C1=NOC(=C1)C[C@@H]1[C@@H]([C@H]([C@H]([C@H](O1)CO)O)N1N=NC(=C1)C1=CC(=C(C(=C1)F)F)F)OC (2R,3R,4S,5R,6R)-6-((3-(1-hydroxy-2-methylpropan-2-yl)isoxazol-5-yl)methyl)-2-(hydroxymethyl)-5-methoxy-4-(4-(3,4,5-trifluorophenyl)-1H-1,2,3-triazol-1-yl)tetrahydro-2H-pyran-3-ol